4-allyl 3-methyl (S)-morpholine-3,4-dicarboxylate N1([C@@H](COCC1)C(=O)OC)C(=O)OCC=C